N-(2-((2S,4S)-4-Amino-2-(hydroxymethyl)pyrrolidin-1-yl)-4-(4-cyanopyridin-3-yl)phenyl)-2-(2-fluoro-6-methoxyphenyl)pyrimidine-4-carboxamide hydrochloride Cl.N[C@H]1C[C@H](N(C1)C1=C(C=CC(=C1)C=1C=NC=CC1C#N)NC(=O)C1=NC(=NC=C1)C1=C(C=CC=C1OC)F)CO